4-O-benzyl-D-sorbitol C(C1=CC=CC=C1)O[C@@H]([C@@H]([C@H](CO)O)O)[C@H](O)CO